OCC(CNC(=O)N1C[C@H](OCC1)CC1=CC=C(C=C1)OC)CC1=CC=C(C=C1)C(F)(F)F (2R)-N-(3-hydroxy-2-{[4-(trifluoromethyl)phenyl]methyl}propyl)-2-[(4-methoxyphenyl)methyl]morpholine-4-carboxamide